5-[(4-methoxyphenyl)methoxy]-7-morpholino-3H-quinazolin-4-one COC1=CC=C(C=C1)COC1=C2C(NC=NC2=CC(=C1)N1CCOCC1)=O